ClC1=CC=C(OCC2=NC=C3N2CCN(C3)CC3=NC2=CC=CC=C2C(N3C3=C(C=CC(=C3)C(F)(F)F)OC(C)C)=O)C=C1 2-((3-((4-chlorophenoxy)methyl)-5,6-dihydroimidazo[1,5-a]pyrazin-7(8H)-yl)methyl)-3-(2-isopropoxy-5-(trifluoromethyl)phenyl)quinazolin-4(3H)-one